3-(3-((6-(cyclopropylmethoxy)-5-fluoropyridin-3-yl)methyl)isoxazol-5-yl)pyridin-2-amine C1(CC1)COC1=C(C=C(C=N1)CC1=NOC(=C1)C=1C(=NC=CC1)N)F